benzyl N-(N-(tert-butoxycarbonyl)-N-methyl-L-leucyl)-N-((chroman-3-yl)methyl)glycinate C(C)(C)(C)OC(=O)N([C@@H](CC(C)C)C(=O)N(CC(=O)OCC1=CC=CC=C1)CC1COC2=CC=CC=C2C1)C